3-Chloro-7-[(3R)-1-methylpiperidin-3-yl]-7H-imidazo[4,5-c]pyridazine ClC1=CC2=C(N=N1)N(C=N2)[C@H]2CN(CCC2)C